2'-amino-N,N-dimethyl-5'-(1,8-naphthyridin-4-yl)-[2,3'-bipyridine]-5-carboxamide NC1=NC=C(C=C1C1=NC=C(C=C1)C(=O)N(C)C)C1=CC=NC2=NC=CC=C12